ClC1=CC(=C(C=C1S)N1C(N(C(=C(C1=O)C)C(F)(F)F)C)=O)F 3-(4-Chloro-2-fluoro-5-mercaptophenyl)-1,5-dimethyl-6-trifluoromethyl-1H-pyrimidin-2,4-dion